N-((6S,7S)-6-((2-fluoro-[1,1'-biphenyl]-3-yl)methyl)-5-((S)-2-fluoropropanoyl)-5-azaspiro[2.4]heptan-7-yl)methanesulfonamide FC1=C(C=CC=C1C[C@@H]1N(CC2(CC2)[C@@H]1NS(=O)(=O)C)C([C@H](C)F)=O)C1=CC=CC=C1